NC1=C2N=C(N(C2=NC=N1)CCNC(CC)=O)SC1=CC2=C(OCO2)C=C1C=1SC=CN1 N-(2-(6-amino-8-((6-(thiazol-2-yl)benzo[d][1,3]dioxol-5-yl)thio)-9H-purin-9-yl)ethyl)propionamide